8-methoxy-2-(6-methoxypyridin-3-yl)-2,3-dihydrobenzo[b][1,4]dioxin-6-carbaldehyde COC1=CC(=CC2=C1OC(CO2)C=2C=NC(=CC2)OC)C=O